N1(CCCCCC1)CCN1C(CCC2=CC=CC=C12)=O 1-(2-(Azepan-1-yl)ethyl)-3,4-dihydroquinolin-2(1H)-one